C(C)(C)(C)OC(NC1(CCN(CC1)C1=NC(=CC(=C1)N1CCCC1)Br)C)=O (1-(6-bromo-4-(pyrrolidin-1-yl)pyridin-2-yl)-4-methylpiperidin-4-yl)carbamic acid tert-butyl ester